N1[13CH]=[13C]([13C]2=[13CH][13CH]=CC=C12)C=O indole-3-formaldehyde-13C5